3-(5-(4-methoxyphenyl)-1H-1,2,3-triazol-4-yl)benzaldehyde COC1=CC=C(C=C1)C1=C(N=NN1)C=1C=C(C=O)C=CC1